2-chloro-4-(3-methoxypyridin-4-yl)pyrimidine ClC1=NC=CC(=N1)C1=C(C=NC=C1)OC